C(CCCCCCC)C1=CC=C(C=C1)C1=CC=C(C=C1)C#N 4'-n-octyl-p-cyanobiphenyl